C(CCCCCCCCCC)C1=C(C=CC=C1)O.[Na] sodium undecylphenol